FCOC1=C(C=CC(=C1)S(=O)(=O)C)NCC#CC=1N(C2=CC=CC(=C2C1)NC1CCN(CC1)C[C@H](COC)O)CC(F)(F)F (2R)-1-(4-{[2-(3-{[2-(fluoromethoxy)-4-methanesulfonylphenyl]amino}prop-1-yn-1-yl)-1-(2,2,2-trifluoroethyl)-1H-indol-4-yl]amino}piperidin-1-yl)-3-methoxypropan-2-ol